5-[4-methoxy-2-(prop-2-yl)-5h,6h,7h-pyrrolo[3,4-d]pyrimidine-6-carbonyl]-6-methyl-N-(1-methylcyclopropyl)furo[2,3-d]pyrimidin-4-amine COC=1C2=C(N=C(N1)C(C)C)CN(C2)C(=O)C2=C(OC=1N=CN=C(C12)NC1(CC1)C)C